C(C)[Zn] Ethylzinc